CC=1N=COC1C 4,5-dimethyloxazole